N-(4-(1-naphthyl)phenyl)naphthalen-1-amine C1(=CC=CC2=CC=CC=C12)C1=CC=C(C=C1)NC1=CC=CC2=CC=CC=C12